O1CCN(CC1)C=1N=C(C2=C(N1)N(CC2)C(=O)C2=CC=CC=C2)OC=2C=NC=CC2 2-morpholino-4-(pyridin-3-yloxy)-5H-pyrrolo[2,3-d]pyrimidin-7(6H)-yl(phenyl)methanone